2-oxo-2H-pyridylacetamide O=C1NC=CC=C1CC(=O)N